C(C1=CC=CC=C1)NC(C=CC)=O N-benzyl-buteneamide